ClC1=CC=C(C=C1)C(CN1CCN(CC1)C)NS(=O)(=O)C1=CC=C(C=C1)OC1=CC=C(C=C1)C(F)(F)F N-(1-(4-chlorophenyl)-2-(4-methylpiperazin-1-yl)ethyl)-4-(4-(trifluoromethyl)phenoxy)benzenesulfonamide